N'-dodecyl-N,N-dimethylformamidine C(CCCCCCCCCCC)N=CN(C)C